C(C)N(C(=N)N)CC(=O)O 2-(1-ethylguanidino)-acetic acid